FC1(CN(CC[C@H]1N1CCN(CC1)C1=CC=CC=2NC(N(C21)C)=O)C(=O)OC(C)(C)C)F Tert-butyl (4R)-3,3-difluoro-4-[4-(3-methyl-2-oxo-1H-benzimidazol-4-yl)piperazin-1-yl]piperidine-1-carboxylate